(S)-N1-(1-(2-(bicyclo[1.1.1]pentan-1-ylamino)-2-oxoethyl)-2-oxo-1,2-dihydropyridin-3-yl)-2-(6-(dimethylamino)benzofuran-2-carboxamido)-N6-ethyl-5-oxohexanediamide C12(CC(C1)C2)NC(CN2C(C(=CC=C2)NC([C@H](CCC(C(=O)NCC)=O)NC(=O)C=2OC1=C(C2)C=CC(=C1)N(C)C)=O)=O)=O